diphenyl-4-thiophenoxyphenyl-sulfonium hexafluoroantimonate (antimonate) [Sb]([O-])([O-])([O-])=O.F[Sb-](F)(F)(F)(F)F.C1(=CC=CC=C1)[S+](C1=CC=C(C=C1)SC1=CC=CC=C1)C1=CC=CC=C1.C1(=CC=CC=C1)[S+](C1=CC=CC=C1)C1=CC=C(C=C1)SC1=CC=CC=C1.C1(=CC=CC=C1)[S+](C1=CC=CC=C1)C1=CC=C(C=C1)SC1=CC=CC=C1.C1(=CC=CC=C1)[S+](C1=CC=CC=C1)C1=CC=C(C=C1)SC1=CC=CC=C1